FC(CCN)F (3,3-difluoropropyl)amine